tert-Butyl(2-((4-(3-((3-fluoro-2-methoxyphenyl)amino)-4-oxo-4,5,6,7-tetrahydro-1H-Pyrrolo[3,2-c]pyridin-2-yl)pyridin-3-yl)oxy)ethyl)carbamate C(C)(C)(C)OC(NCCOC=1C=NC=CC1C1=C(C=2C(NCCC2N1)=O)NC1=C(C(=CC=C1)F)OC)=O